2-(4-Cyanophenyl)ethyl-4-methylbenzensulfonat C(#N)C1=CC=C(C=C1)CCOS(=O)(=O)C1=CC=C(C=C1)C